(S)-1-(2-((tert-butoxycarbonyl)amino)propyl)-2-methyl-1H-pyrrole-3-carboxylic acid C(C)(C)(C)OC(=O)N[C@H](CN1C(=C(C=C1)C(=O)O)C)C